C(C)OC(=C)C=1C(=C(SC1)C(=O)N)F (1-ethoxyvinyl)-3-fluorothiophene-2-carboxamide